COC1=CC=C(/C=C/C2=C(C(N3N2C(=C(C3=O)C)C)=O)C)C=C1 (E)-3-(4-methoxystyryl)-2,5,6-trimethyl-1H,7H-pyrazolo[1,2-a]pyrazole-1,7-dione